O1CC[C@H](CCC1)NC1=NC=C2N=C(N(C2=N1)C1CCC(CC1)C(=O)N)NC1=C(C=C(C=C1Cl)Cl)Cl (1s,4s)-4-(2-(oxepan-4-ylamino)-8-(2,4,6-trichlorophenylamino)-9H-purin-9-yl)cyclohexanecarboxamide